FC=1C=C(COC2=NC(N3C(N4C5(COCC4CC5)C3)=C2)=O)C=CC1OC1=CC(=NC=C1)C(F)(F)F 7-((3-fluoro-4-((2-(trifluoromethyl)pyridin-4-yl)oxy)benzyl)oxy)-3,4-dihydro-1H,9H,11H-4,11a-ethanopyrimido[6',1':2,3]imidazo[5,1-c][1,4]oxazin-9-one